methyl (pentafluoroethyl) fluorophosphate P(=O)(OC)(OC(C(F)(F)F)(F)F)F